methyl 8-({4-[1-cyclopropyl-4-(trifluoromethyl) imidazol-2-yl] phenyl} methyl)-2-(4-cyclopropyl-6-methoxypyrimidin-5-yl)-5-methyl-7-oxopyrido[2,3-d]pyrimidine-6-carboxylate C1(CC1)N1C(=NC(=C1)C(F)(F)F)C1=CC=C(C=C1)CN1C(C(=C(C2=C1N=C(N=C2)C=2C(=NC=NC2OC)C2CC2)C)C(=O)OC)=O